1,1-dimethyl-3-(3-((2-((3-methyl-1-(1-methylpiperidin-4-yl)-1H-pyrazol-4-yl)amino)-5-(trifluoromethyl)pyrimidin-4-yl)amino)propyl)urea CN(C(=O)NCCCNC1=NC(=NC=C1C(F)(F)F)NC=1C(=NN(C1)C1CCN(CC1)C)C)C